C(#N)N1C[C@@H](C[C@@H]1C)NC(=O)C=1OC(=NN1)C1=C(C=CC(=C1)C(F)(F)F)OC1CC1 |&1:6| N-((3R,SR)-1-Cyano-5-methylpyrrolidin-3-yl)-5-(2-cyclopropoxy-5-(trifluoromethyl)phenyl)-1,3,4-oxadiazole-2-carboxamide